2-[5-Bromo-2-(2-pyrimidin-4-ylmethyl-1,2,3,4-tetrahydro-isoquinolin-7-ylamino)-pyrimidin-4-ylamino]-N-methyl-benzamide BrC=1C(=NC(=NC1)NC1=CC=C2CCN(CC2=C1)CC1=NC=NC=C1)NC1=C(C(=O)NC)C=CC=C1